N-(1-(2-oxaspiro[3.3]heptan-6-yl)-1H-pyrazolo[3,4-d]pyrimidin-6-yl)-2-methyl-1,2,3,4-tetrahydroisoquinolin-7-amine C1OCC12CC(C2)N2N=CC=1C2=NC(=NC1)NC1=CC=C2CCN(CC2=C1)C